Diethyl-3,6(s)-dimethylpyrazin C(C)C=1N=C(C(=NC1C)CC)C